N1-(5,6-difluoro-1H-indol-3-yl)-N2-(2-(1-(trifluoromethyl)cyclopropyl)ethyl)oxalamide FC=1C=C2C(=CNC2=CC1F)NC(C(=O)NCCC1(CC1)C(F)(F)F)=O